C(C1=CC=CC=C1)OC1=NN(C=C1I)C 3-(benzyloxy)-4-iodo-1-methyl-1H-pyrazole